C(C)(=O)C1=NC(=C(C(=O)OC)C=C1)NC(=O)OC(C)(C)C methyl 6-acetyl-2-((tert-butoxycarbonyl)amino)nicotinate